3-benzoyl-1-((3aS,4R,6aR)-6-(((tert-butyldiphenylsilyl)oxy)methyl)-2,2-dimethyl-3a,6a-dihydro-4H-cyclopenta[d][1,3]dioxol-4-yl)-5-iodopyrimidine-2,4(1H,3H)-dione C(C1=CC=CC=C1)(=O)N1C(N(C=C(C1=O)I)[C@@H]1C=C([C@H]2OC(O[C@H]21)(C)C)CO[Si](C2=CC=CC=C2)(C2=CC=CC=C2)C(C)(C)C)=O